dicyclohexyl-mercury C1(CCCCC1)[Hg]C1CCCCC1